FC1=C(C(=O)OC)C=C(C=C1)B1OC(C(O1)(C)C)(C)C methyl 2-fluoro-5-(4,4,5,5-tetramethyl-1,3,2-dioxaborolan-2-yl)benzoate